tert-butyl 4-(3-iodoimidazo[1,2-a]pyridin-7-yl)-3,6-dihydropyridine-1(2H)-carboxylate IC1=CN=C2N1C=CC(=C2)C=2CCN(CC2)C(=O)OC(C)(C)C